2-[(1-acetyl-4-methyl-piperidine-4-carbonyl)amino]-9-(5,6,7,8-tetrahydro-1,8-naphthyridin-2-yl)nonanoic acid C(C)(=O)N1CCC(CC1)(C(=O)NC(C(=O)O)CCCCCCCC1=NC=2NCCCC2C=C1)C